(R)-3-(4-chlorophenyl)-1-(1-(7,8-difluoro-1-oxo-1,2-dihydroisoquinolin-4-yl)ethyl)-1-methylurea ClC1=CC=C(C=C1)NC(N(C)[C@H](C)C1=CNC(C2=C(C(=CC=C12)F)F)=O)=O